6-isopropoxy-5-((1R,5R)-2-methyl-2,6-diazabicyclo[3.2.0]heptan-6-yl)quinazolin-4-amine C(C)(C)OC=1C(=C2C(=NC=NC2=CC1)N)N1[C@@H]2CCN([C@@H]2C1)C